NC1=CC2=C(N(N=C2C(=C1C(=O)C1=C(C=CC(=C1)F)Cl)Br)C)I (5-amino-7-bromo-3-iodo-2-methyl-2H-indazol-6-yl)(2-chloro-5-fluorophenyl)methanone